[(3R,9aS)-3-(2,3-Difluorophenyl)-3,4,6,7,9,9a-hexahydro-1H-pyrazino[2,1-c][1,4]oxazin-8-yl]-(2-chloro-3-methoxyphenyl)methanon FC1=C(C=CC=C1F)[C@@H]1CN2[C@H](CO1)CN(CC2)C(=O)C2=C(C(=CC=C2)OC)Cl